imidazo[1,5-a]pyridin-8-yl((3S,4S)-4-isopropyl-3-nitropiperidin-1-yl)methanone C=1N=CN2C1C(=CC=C2)C(=O)N2C[C@H]([C@@H](CC2)C(C)C)[N+](=O)[O-]